2-methyl-4-[methyl(6-[4-[1-(oxan-2-yl)pyrazol-4-yl]-2-oxo-1,3-dihydroindol-7-yl]pyridazin-3-yl)amino]piperidine-1-carboxylate CC1N(CCC(C1)N(C=1N=NC(=CC1)C=1C=CC(=C2CC(NC12)=O)C=1C=NN(C1)C1OCCCC1)C)C(=O)[O-]